C(CCCCCCC#C)N1N=CC(=C1)C(=O)O (non-8-yn-1-yl)-1H-pyrazole-4-carboxylic acid